2-((3,5-difluoro-4-((2-(trifluoromethyl)pyrid-4-yl)oxy)benzyl)oxy)-6,7,9,10-tetrahydro-4H,8H-7a,9-methano-pyrimido[1,6-a]pyrrolo[1,2-c]pyrimidine-4-one FC=1C=C(COC2=NC(N3C(N4C5(CC3)CC(C4)C5)=C2)=O)C=C(C1OC1=CC(=NC=C1)C(F)(F)F)F